N-((2-(2,6-dioxopiperidin-3-yl)-1-oxoisoindolin-5-yl)methyl)-2,2-difluoro-2-(4-(2-hydroxyethoxy)phenyl)acetamide O=C1NC(CCC1N1C(C2=CC=C(C=C2C1)CNC(C(C1=CC=C(C=C1)OCCO)(F)F)=O)=O)=O